ClC1=C(C(=CC=C1)N1CCN(CC1)C(C)C)NC(=O)N1CCC(CC1)(C)C1=NOC(=N1)C1C(C1)(C)C N-{2-chloro-6-[4-(propan-2-yl)piperazin-1-yl]phenyl}-4-[5-(2,2-dimethylcyclopropyl)-1,2,4-oxaDiazol-3-yl]-4-methylpiperidine-1-carboxamide